O=C1NC(=CC=C1[C@@H]1CN2[C@H](CO1)CN(CC2)C(=O)C=2C(=C(C=C(C2)F)C=2C=C(NC2)C#N)Cl)C(F)(F)F 4-[3-[(3R,9aS)-3-[2-oxo-6-(trifluoromethyl)-1H-pyridin-3-yl]-3,4,6,7,9,9a-hexahydro-1H-pyrazino[2,1-c][1,4]oxazine-8-carbonyl]-2-chloro-5-fluoro-phenyl]-1H-pyrrole-2-carbonitrile